C(C1=CC=CC=C1)OC1=CC2=C([Se]C=C2)C=C1OC 5-(benzyloxy)-6-methoxybenzo[b]selenophene